NC1=NN2C(C=C(C=C2)C=2C(=C(C=CC2)C=2C=NN(C2)CC(=O)C2=CC=CC=C2)F)=N1 2-(4-(3-(2-amino-[1,2,4]triazolo[1,5-a]pyridin-7-yl)-2-fluorophenyl)-1H-pyrazol-1-yl)-1-phenylethan-1-one